CN(CCN(C)CC1=C(C(=CC(=C1)CC)OC)OCCCCCCCCCCCC)C N,N-Dimethyl-N'-(2-dodecyloxy-5-ethyl-3-methoxybenzyl)-N'-methyl-ethan-1,2-diamin